(S)-2-((S)-2-(2-(4-oxa-7-azaspiro[2.5]octan-7-yl)acetamido)-3-methoxypropionamido)-3-(4-methoxyphenyl)propanoic acid methyl ester COC([C@H](CC1=CC=C(C=C1)OC)NC([C@H](COC)NC(CN1CCOC2(CC2)C1)=O)=O)=O